FC1=C(CN2CCN(CC2)C2=CC=C(C=N2)C2=CC(=CC=3N2C(=CN3)C#N)C=3C=NN(C3)C)C(=CC=C1)F 5-(6-(4-(2,6-difluorobenzyl)piperazin-1-yl)pyridin-3-yl)-7-(1-methyl-1H-pyrazol-4-yl)imidazo[1,2-a]pyridine-3-carbonitrile